N[C@@]1(CN(CCC1)C([C@@H](CC(=O)OC)CC1=CC=CC=C1)=O)CC1=CC=C(C=C1)Cl (R)-methyl 4-((R)-3-amino-3-(4-chlorobenzyl) piperidin-1-yl)-3-benzyl-4-oxobutanoate